C1(=CC=CC=C1)P(=O)(C1=CC=CC=C1)C1=C([O-])C=CC=C1 2-(diphenylphosphoryl)phenoxide